methyl 2-((benzo[d]thiazol-5-ylmethyl)(cyclopropylmethyl)amino)-2-oxoacetate S1C=NC2=C1C=CC(=C2)CN(C(C(=O)OC)=O)CC2CC2